C=1N=CN2C1C1=CC=CC=C1[C@@H]2[C@@H]2[C@H](COC2)O (3R,4s)-4-((s)-5H-imidazo[5,1-a]isoindol-5-yl)tetrahydrofuran-3-ol